BrC=1C=C(C=C(C1)F)[C@@H](C)NC=1C2=C(N=C(N1)C)C=NC(=C2)N2C[C@@H](CC2)NC(C)=O N-[(3R)-1-(4-{[(1R)-1-(3-bromo-5-fluorophenyl)ethyl]amino}-2-methylpyrido[3,4-d]pyrimidin-6-yl)pyrrolidin-3-yl]acetamide